The molecule is a long-chain fatty acid anion resulting from the deprotonation of the carboxy group of 16-(beta-D-glucopyranosyloxy)hexadecanoic acid. The major species at pH 7.3. It is a conjugate base of a 16-(beta-D-glucopyranosyloxy)hexadecanoic acid. C(CCCCCCCC(=O)[O-])CCCCCCCO[C@H]1[C@@H]([C@H]([C@@H]([C@H](O1)CO)O)O)O